4-(1-(4-(bromomethyl)-2-chlorophenyl)-1H-imidazol-4-yl)-N-(1-(methylsulfonyl)piperidin-4-yl)-5-(trifluoromethyl)pyrimidin-2-amine BrCC1=CC(=C(C=C1)N1C=NC(=C1)C1=NC(=NC=C1C(F)(F)F)NC1CCN(CC1)S(=O)(=O)C)Cl